5-(4,4-difluoropiperidin-1-yl)-1H-benzo[d]imidazole-1-carboxylate FC1(CCN(CC1)C1=CC2=C(N(C=N2)C(=O)[O-])C=C1)F